FC1=C(C(=CC=C1)OC)C1=NC=CC2=C1CN(C2=O)C2=NC(=NC(=C2)C)N[C@@H]2CNC[C@H]2O 4-(2-fluoro-6-methoxyphenyl)-2-(2-(((3r,4r)-4-hydroxypyrrolidin-3-yl)amino)-6-methylpyrimidin-4-yl)-2,3-dihydro-1H-pyrrolo[3,4-c]pyridin-1-one